morpholino(2-phenylbenzofuran-3-yl)methanone O1CCN(CC1)C(=O)C1=C(OC2=C1C=CC=C2)C2=CC=CC=C2